3-(cyclopropylcarbonyl)-N-(1-ethyl-1H-tetrazol-5-yl)-2-methyl-4-(trifluoromethyl)benzamide C1(CC1)C(=O)C=1C(=C(C(=O)NC2=NN=NN2CC)C=CC1C(F)(F)F)C